6-bromo-7-fluoro-8-methyl-3-(3-(cis-3-methyl-1-(4-methyl-4H-1,2,4-triazol-3-yl)cyclobutyl)phenyl)-4H-chromen-4-one BrC=1C=C2C(C(=COC2=C(C1F)C)C1=CC(=CC=C1)C1(CC(C1)C)C1=NN=CN1C)=O